((3R)-4-amino-3-methyl-1,3-dihydrofuro[3,4-c]quinolin-8-yl)((3S,5R)-3-(6-chloro-3-pyridinyl)-5-methyl-4-morpholinyl)methanone NC1=NC=2C=CC(=CC2C2=C1[C@H](OC2)C)C(=O)N2[C@H](COC[C@H]2C)C=2C=NC(=CC2)Cl